N-{4-[6-(5-chloro-2-fluorophenyl)-2-oxo-1H,2H-[1,3]oxazolo[5,4-c]pyridin-1-yl]pyridin-2-yl}-3-(dimethylamino)propanamide ClC=1C=CC(=C(C1)C1=CC2=C(C=N1)OC(N2C2=CC(=NC=C2)NC(CCN(C)C)=O)=O)F